4-({(2S)-2-[4-{3-Chloro-2-fluoro-6-[4-(trifluoromethyl)-1H-1,2,3-triazol-1-yl]phenyl}-5-methoxy-2-oxopyridin-1(2H)-yl]propanoyl}amino)-2-fluoro-benzamide ClC=1C(=C(C(=CC1)N1N=NC(=C1)C(F)(F)F)C1=CC(N(C=C1OC)[C@H](C(=O)NC1=CC(=C(C(=O)N)C=C1)F)C)=O)F